P(=O)(O)(O)OC[C@@H]1[C@H]([C@H]([C@@H](O1)N1C=NC=2C(=O)NC(N)=NC12)O)OC(C=1C(NC)=CC=CC1)=O 3'-O-(N'-methylanthraniloyl) guanosine-5'-O-monophosphate